O=C1NC(CCC1N1C(C2=CC=C(C=C2C1=O)N1CCN(CC1)C1CCN(CC1)CCOC1=CC=C(C=C1)\C(=C(\CC)/C1=CC=CC=C1)\C1=CC=C(C=C1)O)=O)=O (Z)-2-(2,6-Dioxopiperidin-3-yl)-5-(4-(1-(2-(4-(1-(4-hydroxyphenyl)-2-phenylbut-1-en-1-yl)phenoxy)ethyl)piperidin-4-yl)piperazin-1-yl)isoindolin-1,3-dion